C(C1=CC=CC=C1)OCC/C=C(\C)/C1=CC=C(OC2=C(C(=CC=C2)Br)C)C=C1 (E)-1-(4-(5-(benzyloxy)pent-2-en-2-yl)phenoxy)-3-bromo-2-methylbenzene